N-{2-chloro-3-[(4S)-1-(4,4-difluorocyclohexyl)-2-imino-4-methyl-6-oxohexahydro-pyrimidin-4-yl]phenyl}-3-cyanobenzamide trifluoroacetate salt FC(C(=O)O)(F)F.ClC1=C(C=CC=C1[C@]1(NC(N(C(C1)=O)C1CCC(CC1)(F)F)=N)C)NC(C1=CC(=CC=C1)C#N)=O